CC1=CC=2N(N=C1N1C(C=3C=C(C=NC3CC1([2H])[2H])NC=1C(=NC=CC1)C)([2H])[2H])C=NN2 6-(7-methyl-[1,2,4]triazolo[4,3-b]pyridazin-6-yl)-N-(2-methylpyridin-3-yl)-5,6,7,8-tetrahydro-1,6-naphthyridin-5,5,7,7-d4-3-amine